3,3-difluoro-1-(5-methyl-1H-1,2,3-triazol-4-yl)cyclobutan-1-amine hydrochloride Cl.FC1(CC(C1)(N)C=1N=NNC1C)F